N-(5-chloro-2,4-difluorophenyl)-2-((3-chloro-6-methyl-4-(trifluoromethyl)pyridin-2-yl)(3,4-dichloro-1H-pyrazol-5-yl)amino)-N-methylacetamide ClC=1C(=CC(=C(C1)N(C(CN(C1=C(C(=NN1)Cl)Cl)C1=NC(=CC(=C1Cl)C(F)(F)F)C)=O)C)F)F